OC1=C(C(=O)O)C=C(C=C1)C(C)C hydroxy-5-isopropylbenzoic acid